bis-anthracene-tetracarboxylic acid dianhydride C1(=C(C(=C(C2=CC3=CC=CC=C3C=C12)C(=O)O)C(=O)O)C(=O)O)C(=O)OC(=O)C1=C(C2=CC3=CC=CC=C3C=C2C(=C1C(=O)O)C(=O)O)C(=O)OC(=O)C1=C(C(=C(C2=CC3=CC=CC=C3C=C12)C(=O)O)C(=O)O)C(=O)O